(1-benzylpyrrolidin-3-yl)(4-(3-isopropyl-2-(2-methylpyridin-4-yl)-1H-indol-5-yl)piperidin-1-yl)methanone C(C1=CC=CC=C1)N1CC(CC1)C(=O)N1CCC(CC1)C=1C=C2C(=C(NC2=CC1)C1=CC(=NC=C1)C)C(C)C